5-(4-((3-ethyl-5-fluoro-2-oxo-4-thioxo-1,2,3,4-tetrahydroquinazolin-7-yl)methyl)piperazin-1-yl)-6-fluoro-N-methylpicolinamide C(C)N1C(NC2=CC(=CC(=C2C1=S)F)CN1CCN(CC1)C=1C=CC(=NC1F)C(=O)NC)=O